methyl 2-[(3R)-1-[(2R)-2-[[4-(2-chloro-4-fluoro-phenyl)-7-quinolyl]oxy]propanoyl]pyrrolidin-3-yl]acetate ClC1=C(C=CC(=C1)F)C1=CC=NC2=CC(=CC=C12)O[C@@H](C(=O)N1C[C@H](CC1)CC(=O)OC)C